FC(C1=CC=CC=2C(=N[SH3]=NC12)N)(F)F 10-(trifluoromethyl)-3λ6-thia-2,4-diazabicyclo[4.4.0]deca-1(6),2,4,7,9-pentaen-5-amine